COC1=C(C(=CC=C1)OC)S(=O)(=O)NC1=NOC2=C1C(=CC(=C2)OC2=NC=CC=C2)OC 2,6-dimethoxy-N-(4-methoxy-6-(pyridin-2-yloxy)benzo[d]isoxazol-3-yl)benzenesulfonamide